C[C@H]1N(C[C@@H]([C@H]([C@@H]1O)O)O)CCC1=CSC=C1 (2R,3R,4R,5S)-2-methyl-1-(2-(thien-3-yl)ethyl)piperidine-3,4,5-triol